ClC1=C(C#N)C(=CC=C1OC)[N+](=O)[O-] 2-chloro-3-methoxy-6-nitro-benzonitrile